CC1=C(C=CC=C1)CC(=O)OC(C)C Isopropyl 2-methylphenylacetate